C(C)(C)OC=1C=2N(C=NC1C=1C=NNC1)N=C(N2)N[C@@H]2[C@@H](CN(CC2)S(=O)(=O)CCCN2CCCCC2)C 8-Isopropoxy-N-((3R,4S)-3-methyl-1-((3-(piperidin-1-yl)propyl)sulfonyl)piperidin-4-yl)-7-(1H-pyrazol-4-yl)-[1,2,4]triazolo[1,5-c]pyrimidin-2-amine